5-Chloropyridin-3-yl 3-deoxy-3-[4-(6-fluoro-5-methylpyridin-2-yl)-1H-1,2,3-triazol-1-yl]-2-O-methyl-1-thio-α-D-galactopyranoside FC1=C(C=CC(=N1)C=1N=NN(C1)[C@@H]1[C@H]([C@@H](SC=2C=NC=C(C2)Cl)O[C@@H]([C@@H]1O)CO)OC)C